CC1(C2CN(C(C12)C(=O)N[C@H](C=O)C[C@H]1C(NCC1)=O)C(COC1=CC=C(C=C1)OC(F)(F)F)=O)C 6,6-dimethyl-N-((S)-1-oxo-3-((S)-2-oxopyrrolidin-3-yl)propan-2-yl)-3-(2-(4-(trifluoromethoxy)phenoxy)acetyl)-3-azabicyclo[3.1.0]hexane-2-carboxamide